FC1(OC2=C(O1)C=1CC/C(/C(C1C(=C2)NC(C)=O)=O)=N/O)F (Z)-N-(2,2-difluoro-7-(hydroxyimino)-6-oxo-6,7,8,9-tetrahydronaphtho[1,2-d][1,3]dioxol-5-yl)acetamide